ClC=1C=C(C=CC1OCC=1C=NC(=CC1)C1CCOCC1)NC1=C(C(=NC2=CC(=C(C=C12)NC(\C=C\CN(C)C)=O)OCC)C)C#N (E)-N-(4-((3-chloro-4-((6-(tetrahydro-2H-pyran-4-yl)pyridin-3-yl)methoxy)phenyl)amino)-3-cyano-7-ethoxy-2-methylquinolin-6-yl)-4-(dimethylamino)but-2-enamide